ClC=1C(=NC(=C(C(=O)O)C1)NC1=C(C=C(C=C1)OC(F)(F)F)C)C#N 5-chloro-6-cyano-2-((2-methyl-4-(trifluorometh-oxy)phenyl)-amino)nicotinic acid